C(CCCCCCC)OCC(C[N+]1=CC2=CC=CC=C2CC1)OS(=O)(=O)O 3,4-dihydro-2-[3-(octyloxy)-2-(sulfoxy)propyl]isoquinolinium